COC1=C(C=CC=C1)C1=C(C=C(C(=C1)OC)N)[N+](=O)[O-] 2',5-dimethoxy-2-nitrobiphenyl-4-amine